para-xylenetriamine C1(=C(C(=C(C(=C1)N)C)N)N)C